FC=1C=C2C(=CC=NC2=CC1OC)N1CCC2(CCN(C2)C(=O)OC(C)(C)C)CC1 tert-butyl 8-(6-fluoro-7-methoxy-4-quinolinyl)-2,8-diazaspiro[4.5]decane-2-carboxylate